C(C)C1=C(C=CC(=C1)C)S(=O)(=O)OC1(CCCCC1)NC(=O)N(C)C Trans-((3,3-dimethylureido) cyclohexyl) ethyl-4-methylbenzenesulfonate